NC1=CC(=C(C(=C1)Cl)N1C(C2=CC=C(C=C2C(=C1)C1(CC1)C)N1N=C(N(C1=O)CC)COCC1=CC=CC=C1)=O)Cl (4-amino-2,6-dichlorophenyl)-6-(3-((benzyloxy)methyl)-4-ethyl-5-oxo-4,5-dihydro-1H-1,2,4-triazol-1-yl)-4-(1-methylcyclopropyl)isoquinolin-1(2H)-one